6-chloro-3-[1-[3,6-dimethyl-2-(1-methylindol-3-yl)-4-oxo-chromen-8-yl]ethylamino]pyridine-2-carboxylic acid ClC1=CC=C(C(=N1)C(=O)O)NC(C)C=1C=C(C=C2C(C(=C(OC12)C1=CN(C2=CC=CC=C12)C)C)=O)C